5-chloropyridin-3-yl 7-methylimidazo[1,2-a]pyridine-2-carboxylate CC1=CC=2N(C=C1)C=C(N2)C(=O)OC=2C=NC=C(C2)Cl